[4-(2-hydroxypropan-2-yl)phenyl]acetamide OC(C)(C)C1=CC=C(C=C1)CC(=O)N